ClC1=CC(=C(N=N1)C(=O)[O-])NC1=C(C(=CC=C1)C1=NN(C=N1)C)OC([2H])([2H])[2H].[Zn+2].ClC1=CC(=C(N=N1)C(=O)[O-])NC1=C(C(=CC=C1)C1=NN(C=N1)C)OC([2H])([2H])[2H] zinc 6-chloro-4-((2-(methoxy-d3)-3-(1-methyl-1H-1,2,4-triazol-3-yl)phenyl)amino)pyridazine-3-carboxylate